1-chloro-3-((2-hydroxyethyl)amino)-2-propanol ClCC(CNCCO)O